C(C)(=O)OCNC([C@H](C)NC([C@H](C)NC(=O)OCC1C2=CC=CC=C2C=2C=CC=CC12)=O)=O [[(2S)-2-[[(2S)-2-(9H-fluoren-9-ylmethoxycarbonylamino)propanoyl]amino] propanoyl] amino]methyl acetate